decanoic acid butyl ester C(CCC)OC(CCCCCCCCC)=O